O=C1NC(CCC1N1C(N(C2=C1C=CC(=C2)C2CCN(CC2)C2CCC1(CN(C1)C(=O)OC(C)(C)C)CC2)C)=O)=O tert-butyl 7-(4-(1-(2,6-dioxopiperidin-3-yl)-3-methyl-2-oxo-2,3-dihydro-1H-benzo[d]imidazol-5-yl)piperidin-1-yl)-2-azaspiro[3.5]nonane-2-carboxylate